potassium phenylborate salt (4-methoxyphenylboronate) COC1=CC=C(C=C1)B([O-])O.C1(=CC=CC=C1)OB(O)O.[K+]